C(=CCCCCC=CCCCCCCC)C1C(OC(C1)=O)=O 3-[pentadec-1,7-dienyl]Tetrahydrofuran-2,5-dione